C(CCCCC)(=O)OC1=C2C(=CNC2=CC=C1)/C=N/NC1=CC=C(C=C1)Br (E)-3-((2-(4-bromophenyl)hydrazineylidene) methyl)-1H-indol-4-yl hexanoate